C(C)OC(=O)C=1OC2=C(C1C)C=C(C=C2)SCC2=CC=CC=C2 3-methyl-5-((benzyl)sulfanyl)benzofuran-2-carboxylic acid ethyl ester